3,5-dimethylphenol acetate C(C)(=O)OC1=CC(=CC(=C1)C)C